FC1=CC(=C2C=NNC2=C1)C(C)N 1-(6-fluoro-1H-indazol-4-yl)-ethanamine